2-isohexyl-5-hydroxycyclopentyl-methacrylamide C(CCC(C)C)C1C(C(CC1)O)C=C(C(=O)N)C